C(CC1=CC=CC=C1)C1(C2=NCN([C@H]3[C@H](O)[C@H](O)[C@@H](CO)O3)C2=NC=N1)N 6-phenethyladenosine